NC1=C(C2=C(CN(CC2)C(=O)OC(C)(C)C)S1)C=1SC=C(N1)C1=NC=CC=C1 tert-Butyl 2-amino-3-(4-(pyridin-2-yl)thiazol-2-yl)-4,5-dihydrothieno[2,3-c]pyridine-6(7H)-carboxylate